39-palmitoleoyloxy-nonatriacontanoic acid C(CCCCCCC\C=C/CCCCCC)(=O)OCCCCCCCCCCCCCCCCCCCCCCCCCCCCCCCCCCCCCCC(=O)O